CC=1C=C2CCCC2=CC1 2,3-dihydro-5-methyl-1H-indene